3-hydroxy-1-methyl-3-(1-(6-(2-(methylthio)pyrimidin-4-yl)pyridin-2-yl)-1H-pyrazol-4-yl)pyrrolidin-2-one OC1(C(N(CC1)C)=O)C=1C=NN(C1)C1=NC(=CC=C1)C1=NC(=NC=C1)SC